C1(CC1)C1=C(C=C(C(=O)NC(C(=O)O)(CC)CC)C=C1)OCC1CC1 2-(4-cyclopropyl-3-(cyclopropylmethoxy)benzoylamino)-2-ethylbutyric acid